(E)-3-(4-ethoxyphenyl)-2-(hydroxyimino)-N-(2-((phenylthio)selanyl)ethyl)propanamide C(C)OC1=CC=C(C=C1)C\C(\C(=O)NCC[Se]SC1=CC=CC=C1)=N/O